2,4'-dimethoxybenzophenone COC1=C(C(=O)C2=CC=C(C=C2)OC)C=CC=C1